FC1=C(C=C(C=C1)O)C(=O)N1CC2(C1)CC(C2)N2N=C(C=C2C=2C=NC=CC2)C(F)(F)F (2-fluoro-5-hydroxyphenyl)(6-(5-(pyridin-3-yl)-3-(trifluoromethyl)-1H-pyrazol-1-yl)-2-azaspiro[3.3]heptan-2-yl)methanone